1-(tert-butyl)-3-(1-(2-((tert-butyldimethylsilyl)oxy)-1-phenylethyl)-2-oxo-1,2,3,4-tetrahydroquinolin-6-yl)urea C(C)(C)(C)NC(=O)NC=1C=C2CCC(N(C2=CC1)C(CO[Si](C)(C)C(C)(C)C)C1=CC=CC=C1)=O